O-methyl guanosine-5'-triphosphate P(O)(=O)(OP(=O)(O)OP(=O)(O)O)OC[C@@H]1[C@H]([C@H]([C@@H](O1)N1C=NC=2C(=O)NC(N)=NC12)OC)O